6-isopropylpiperidine-3-carboxylic acid ethyl ester C(C)OC(=O)C1CNC(CC1)C(C)C